methyl 1-(4-(1-(3-fluorophenyl)azetidin-3-yl)benzyl)piperidine-4-carboxylate FC=1C=C(C=CC1)N1CC(C1)C1=CC=C(CN2CCC(CC2)C(=O)OC)C=C1